(2-(6-chloro-3-(ethylthio)pyridin-2-yl)-1-methyl-1H-benzimidazol-5-yl)-5-(trifluoromethyl)-1,2,4-dioxazole ClC1=CC=C(C(=N1)C1=NC2=C(N1C)C=CC(=C2)C2OOC(=N2)C(F)(F)F)SCC